ClC1=C(C=C(OCC(=O)NC23CC(C2)(C3)NC(OC3=CC=C(C=C3)Cl)=O)C=C1)F 4-chlorophenyl {3-[2-(4-chloro-3-fluorophenoxy)acetamido]bicyclo[1.1.1]pentan-1-yl}carbamate